FC=1C=C2C(=C(NC2=CC1)C=O)C 5-FLUORO-3-METHYL-1H-INDOLE-2-CARBALDEHYDE